BrC=1C=CC=C2C(C(NC12)=O)=O 7-bromo-2,3-indoledione